1-(5-cyclopropylpyrazin-2-yl)-ethan-1-ol C1(CC1)C=1N=CC(=NC1)C(C)O